C1(=CC=C(C=C1)OC(C1=CC=C(C=C1)OCCCCOC(C=C)=O)=O)C1=CC=CC=C1 4-[4-[(1-oxo-2-propenyl)oxy]butoxy]-benzoic acid biphenyl-4-yl ester